Tert-butyl ((3S,4S)-8-(6-chloro-5-cyano-3-methylpyrazin-2-yl)-3-methyl-2-oxa-8-azaspiro[4.5]decan-4-yl)carbamate ClC1=C(N=C(C(=N1)N1CCC2([C@@H]([C@@H](OC2)C)NC(OC(C)(C)C)=O)CC1)C)C#N